ClC1=CC=C(C=C1)NC=1C(C2=CC=CC=C2C(C1)=O)=O 2-((4-chlorophenyl)amino)naphthalene-1,4-dione